FC1=C(C=CC(=C1)F)N1CC2(CN(C2)CC2=CC=C3C=C(C(NC3=C2)=O)CC)C1 7-((6-(2,4-difluorophenyl)-2,6-diazaspiro[3.3]heptan-2-yl)methyl)-3-ethylquinolin-2(1H)-one